(E)-3-(3-bromopyridin-4-yl)acrylamide BrC=1C=NC=CC1/C=C/C(=O)N